ClC1=CC(=CC(=N1)NCCC#N)C1=C(C=CC=C1)C1=NN=CN1C 3-({6-chloro-4-[2-(4-methyl-1,2,4-triazol-3-yl)phenyl]pyridin-2-yl}amino)propanenitrile